(3aR,5s,6aS)-2-(5-bromopyridin-2-yl)-5-methyloctahydrocyclopenta[c]pyrrol-5-amine BrC=1C=CC(=NC1)N1C[C@@H]2[C@H](C1)CC(C2)(N)C